[Cr].C(C)(=O)CC(C)=O acetylacetone chromium salt